FC(C=1C=C2CCNCC2=CC1)(F)F 6-(trifluoromethyl)-1,2,3,4-tetrahydroisoquinoline